C(#C)P(OCC1=CC=C(C=C1)C1=C(C(=CC=C1)[N+](=O)[O-])[N+](=O)[O-])(OCC1=CC=C(C=C1)C1=C(C(=CC=C1)[N+](=O)[O-])[N+](=O)[O-])[O-] Bis(4-(dinitrophenyl)-benzyl) ethynylphosphite